N-(2-chloropyrimidin-4-yl)-N-(4-methylphenyl)cyclopropane-1,1-dicarboxamide ClC1=NC=CC(=N1)N(C(=O)C1(CC1)C(=O)N)C1=CC=C(C=C1)C